N1C(CCC1)C(=O)[O-] pyrrolidin-2-carboxylat